5-(3-(5-((1-Methyl-1H-pyrazol-4-yl)methyl)-4H-1,2,4-triazol-3-yl)phenoxy)-1H-indole CN1N=CC(=C1)CC=1NC(=NN1)C=1C=C(OC=2C=C3C=CNC3=CC2)C=CC1